CC(C)CCC[C@@H](C)[C@H]1CC[C@H]2[C@@H]3C[C@H]4C5(C[C@H](CC[C@]5(C)[C@H]3CC[C@]12C)CC(=O)N)O4 5,6α-epoxycholestane-3β-acetamide